FC(CC1=CC=C(C=C1)NC1CCC(CC1)NC(OC(C)(C)C)=O)(F)F tert-butyl (4-((4-(2,2,2-trifluoroethyl)phenyl)amino)cyclohexyl)carbamate